1-[3-(5-cyclopropylpyrimidin-2-yl)pyrazin-2-yl]ethylamine C1(CC1)C=1C=NC(=NC1)C=1C(=NC=CN1)C(C)N